CC1(C(CN2C1=NC=1C=C(C=CC1C2=O)[N+](=O)[O-])C(F)(F)F)C 3,3-dimethyl-6-nitro-2-(trifluoromethyl)-2,3-dihydropyrrolo[2,1-b]quinazolin-9(1H)-one